N-ethyl-4-(isopropylimino)-2-penten-2-amine C(C)NC(C)=CC(C)=NC(C)C